heptacosyl-carboxylate C(CCCCCCCCCCCCCCCCCCCCCCCCCC)C(=O)[O-]